ClC=1C(=C(C=CC1)[C@H]1C[C@@H]2[C@H](N(OC2(C)C)C(C)C)[C@H](C1)C)C |r| rac-(3ar,5r,7s,7ar)-5-(3-chloro-2-methylphenyl)-1-isopropyl-3,3,7-trimethyloctahydrobenzo[c]isoxazole